BrC=1C=C2C(C(OCC2=CC1)(C)C)(O)CC1=NC(=NC(=C1CO)Cl)SC 6-bromo-4-((6-chloro-5-(hydroxymethyl)-2-(methylthio)pyrimidin-4-yl)methyl)-3,3-dimethylisochroman-4-ol